FC=1C=C(C=CC1N1[C@H](CCC1)C)C1=NN=C(O1)N (S)-5-(3-fluoro-4-(2-methylpyrrolidin-1-yl)phenyl)-1,3,4-oxadiazol-2-amine